(±)-2-(3-((2-(7-Bromo-4-fluorobenzofuran-5-yl)-2-hydroxyethyl)(methyl)amino)-2-(methoxymethoxy)phenyl)acetic acid ethyl ester C(C)OC(CC1=C(C(=CC=C1)N(C)C[C@H](O)C=1C=C(C2=C(C=CO2)C1F)Br)OCOC)=O |r|